C(CCCCCCCCC)N(C(C(CCCN(C)C)F)=O)C(CCCCCCCCC(=O)OCC(CCCCCC)CCCC)CCCCCCCCC(=O)OCC(CCCCCC)CCCC BIS(2-BUTYLOCTYL) 10-(N-DECYL-5-(DIMETHYLAMINO)-2-FLUOROPENTANAMIDO)NONADECANEDIOATE